(3S,4R)-3-fluoro-1-(2-(6-((R)-3-fluoropyrrolidin-1-yl)pyridin-3-yl)benzo[d]thiazol-6-yl)piperidin-4-amine F[C@H]1CN(CC[C@H]1N)C1=CC2=C(N=C(S2)C=2C=NC(=CC2)N2C[C@@H](CC2)F)C=C1